CN(C(C1=CC=CC=C1)=N)C N,N-dimethyl-benzamidine